C1=CC=C2C(=C1)C(=NO2)CS(=O)(=O)N The molecule is a 1,2-benzoxazole compound having a sulfamoylmethyl substituent at the 3-position. It has a role as an anticonvulsant, an antioxidant, a central nervous system drug and a protective agent. It is a member of 1,2-benzoxazoles and a sulfonamide.